COC=1C(=NC=CC1)N1CCN(CC1)C(=O)OC(C)(C)C 1-Tert-butyl 4-(3-methoxypyridin-2-yl)piperazine-1-carboxylate